7-methanesulfonyl-2-methyl-4-[4-(trifluoromethyl)phenyl]-2H,4H-pyrazolo[4,3-b]indole CS(=O)(=O)C1=CC=2C=3C(N(C2C=C1)C1=CC=C(C=C1)C(F)(F)F)=CN(N3)C